3-Methyl-1-(2-oxobutyl)-6-[3-(trifluoromethyl)phenyl]imidazo[4,5-b]pyridin-2-one CN1C(N(C=2C1=NC=C(C2)C2=CC(=CC=C2)C(F)(F)F)CC(CC)=O)=O